1,3-bis-trimethylsilyl-4,5,6,7-tetrahydro-benzo[c]Thiophene C[Si](C=1SC(=C2C1CCCC2)[Si](C)(C)C)(C)C